COC=1C=C2SC3=NC(=CN3C2=CC1)C(=O)NC=1C=NC(=CC1)C 10-methoxy-N-(6-methylpyridin-3-yl)-7-thia-2,5-diazatricyclo[6.4.0.02,6]dodeca-1(12),3,5,8,10-pentaene-4-carboxamide